C(C)(=O)C1=NN(C2=CC=C(C=C12)C=1C=NC(=NC1)CC(=O)OCC)CC(=O)N1[C@@H](C[C@H](C1)F)C(NC1=NC(=CC=C1C)Br)=O ethyl 2-(5-(3-acetyl-1-(2-((2S,4R)-2-((6-bromo-3-methylpyridin-2-yl)carbamoyl)-4-fluoropyrrolidin-1-yl)-2-oxoethyl)-1H-indazol-5-yl)pyrimidin-2-yl)acetate